Indium-Gallium Disulfoselenid S(=O)(=O)(O)[Se]S(=O)(=O)O.[Ga].[In]